CC1=NOC(=C1C1=CC=2N(C=3C=C(C=CC3C2N=C1)C(=O)OC)[C@@H](C1CCOCC1)C1=CC=CC=C1)C (S)-methyl 3-(3,5-dimethylisoxazol-4-yl)-5-(phenyl (tetrahydro-2H-pyran-4-yl)methyl)-5H-pyrido[3,2-b]indole-7-carboxylate